N[Co](N)(N)(N)(N)N=[N+]=[N-] pentaaminocobalt azide